C12N(CCC(OC1)C2)C=2C1=C(N=C(N2)OC[C@]23CCCN3C[C@@H](C2)F)C(=C(N=C1)C1=CC(=CC2=CC=C(C(=C12)C#C)F)O)F 4-(4-(6-oxa-2-azabicyclo[3.2.1]octan-2-yl)-8-fluoro-2-(((2R,7aS)-2-fluorotetrahydro-1H-pyrrolizin-7a(5H)-yl)methoxy)pyrido[4,3-d]pyrimidin-7-yl)-5-ethynyl-6-fluoronaphthalen-2-ol